1-{3-bromo-4-[[18F]fluoromethyl]benzyl}guanidine, Formic Acid Salt C(=O)O.BrC=1C=C(CNC(=N)N)C=CC1C[18F]